ClC1=C(C=CC=C1)S(=O)(=O)N(C1=CC(=CC=C1)CN1CCN(CC1)CC=1C=NC=CC1)S(=O)(=O)C1=C(C=CC=C1)Cl 2-chloro-N-((2-chlorophenyl)sulfonyl)-N-(3-((4-(pyridin-3-ylmethyl)piperazin-1-yl)methyl)phenyl)benzenesulfonamide